4-(bromomethyl)-2-(2,2,2-trifluoroethoxy)pyrimidine BrCC1=NC(=NC=C1)OCC(F)(F)F